Cis-8-dimethylamino-3-[2-(3-hydroxy-piperidin-1-yl)-pyrimidin-5-yl]-8-phenyl-1,3-diazaspiro[4.5]decan-2-one CN(C1(CCC2(CN(C(N2)=O)C=2C=NC(=NC2)N2CC(CCC2)O)CC1)C1=CC=CC=C1)C